3-fluoro-4-((3-(3-(2-methyl-1H-imidazol-1-yl)phenoxy)butan-2-yl)oxy)benzonitrile FC=1C=C(C#N)C=CC1OC(C)C(C)OC1=CC(=CC=C1)N1C(=NC=C1)C